ClC=1C=C(C=CC1Cl)S(=O)(=O)Cl 3,4-dichlorobenzenesulfonyl chloride